C(C(=C)C)(=O)NCCC[Si](OCC)(OC)OC 3-Methacrylamidopropyl-dimethoxy-ethoxysilan